3-(1-oxo-5-(((1R,2S)-2-(3-(5-(trifluoromethyl)pyrimidin-2-yl)azetidin-1-yl)cyclohexyl)-oxy)isoindolin-2-yl)piperidine-2,6-dione O=C1N(CC2=CC(=CC=C12)O[C@H]1[C@H](CCCC1)N1CC(C1)C1=NC=C(C=N1)C(F)(F)F)C1C(NC(CC1)=O)=O